C1(=CC=CC=C1)\C=C\C(=O)C1=CC=CC=C1 trans-chalcone